3,3'-((1,3,4-thiadiazol-2,5-diyl)di(sulfanediyl))di(1-((1,3,4-thiadiazol-2-yl)thio)propan-2-ol) S1C(=NN=C1SCC(CSC=1SC=NN1)O)SCC(CSC=1SC=NN1)O